C(C)(C)(C)OC(=O)NC(C(=O)O)CCN(CCCCC1=NC=2NCCCC2C=C1)CC(C(C)(C)O)F 2-(tert-butoxycarbonylamino)-4-[[2-fluoro-3-hydroxy-3-methyl-butyl]-[4-(5,6,7,8-tetrahydro-1,8-naphthyridin-2-yl)butyl]amino]butanoic acid